[Tc]=O Technetium oxid